5-[[7-(6-amino-pyrimidin-4-ylamino)-3-methyl-3H-imidazo[4,5-b]pyridin-5-yl]-(3-hydroxy-propyl)-amino]-4-methyl-pyridine-2-carbonitrile NC1=CC(=NC=N1)NC1=C2C(=NC(=C1)N(C=1C(=CC(=NC1)C#N)C)CCCO)N(C=N2)C